ethyl 2-(5-(2,2-dimethyltetrahydrofuran-3-yl)-3-fluoro-2-methoxyphenyl)acetate CC1(OCCC1C=1C=C(C(=C(C1)CC(=O)OCC)OC)F)C